2-fluoro-3-methoxy-5-methylpyridine FC1=NC=C(C=C1OC)C